6-(1-((5-chloro-1-(methyl-d3)-1H-pyrazol-4-yl)sulfonyl)piperidin-4-yl)-7-methyl-[1,2,4]triazolo[1,5-a]pyridine ClC1=C(C=NN1C([2H])([2H])[2H])S(=O)(=O)N1CCC(CC1)C=1C(=CC=2N(C1)N=CN2)C